N-[(1S)-5-[2-(2-aminopyridin-3-yl)imidazo[4,5-b]pyridin-3-yl]-2,3-dihydro-1H-inden-1-yl]-3-formyl-4-hydroxybenzamide NC1=NC=CC=C1C1=NC=2C(=NC=CC2)N1C=1C=C2CC[C@@H](C2=CC1)NC(C1=CC(=C(C=C1)O)C=O)=O